ClC1=CC(=C(C=N1)C1=NC=C(C=C1)OC1CCN(CC1)C)NC1CN(CCC1)CCF 6'-Chloro-N-(1-(2-fluoroethyl)piperidin-3-yl)-5-((1-methylpiperidin-4-yl)oxy)-[2,3'-bipyridin]-4'-amine